4-(2-((S)-2-methylazetidin-1-yl)-6,7-dihydro-5H-cyclopenta[d]pyrimidin-4-yl)benzenesulfonimidamide C[C@@H]1N(CC1)C=1N=C(C2=C(N1)CCC2)C2=CC=C(C=C2)S(=O)(N)=N